2,5-dioxopyrrolidin-1-yl icos-19-ynoate C(CCCCCCCCCCCCCCCCCC#C)(=O)ON1C(CCC1=O)=O